(6R,8aS)-6-[8-amino-1-(4-{1-hydroxy-1-[3-(trifluoromethyl)phenyl]ethyl}-3-methoxyphenyl)imidazo[1,5-a]pyrazin-3-yl]hexahydroindolizin-3(2H)-one NC=1C=2N(C=CN1)C(=NC2C2=CC(=C(C=C2)C(C)(C2=CC(=CC=C2)C(F)(F)F)O)OC)[C@H]2CN1C(CC[C@@H]1CC2)=O